FC=1C=C(C=C(C1)F)CCC(=O)O 3-(3,5-difluorophenyl)propanoic acid